(R)-1-METHOXY-N,N-BIS(4-METHOXYBENZYL)-2-METHYLPENT-4-ENE-2-SULFONAMIDE COC[C@@](CC=C)(S(=O)(=O)N(CC1=CC=C(C=C1)OC)CC1=CC=C(C=C1)OC)C